2-(2-chloro-6-methylphenyl)acetonitrile ClC1=C(C(=CC=C1)C)CC#N